(1-(6-(4-chlorophenyl)-2-(pyridin-3-yl)pyrimidin-4-yl)-4-(methylsulfonyl)piperidin-4-yl)methanol ClC1=CC=C(C=C1)C1=CC(=NC(=N1)C=1C=NC=CC1)N1CCC(CC1)(S(=O)(=O)C)CO